C(C)N(C1=CC=CC=C1)CC1=CC=CC=C1 N-ethyl-N-benzyl-aniline